((R)-4-morpholino-1,4-dioxo-1-(((R)-3-phenyl-1-(4,4,5,5-tetramethyl-1,3,2-dioxaborolan-2-yl)propyl)amino)butan-2-yl)carbamate O1CCN(CC1)C(C[C@H](C(N[C@@H](CCC1=CC=CC=C1)B1OC(C(O1)(C)C)(C)C)=O)NC([O-])=O)=O